FC1([C@H](C2=C(C=CC(=C2C1)[C@H]1C[C@@H]([C@@H](C=2C=C(C=C(C12)C#N)F)F)F)C1=CC=NN1C)O)F (5R,6S,8R)-8-[(1S)-2,2-difluoro-1-hydroxy-7-(1-methyl-1H-pyrazol-5-yl)-2,3-dihydro-1H-inden-4-yl]-3,5,6-trifluoro-5,6,7,8-tetrahydronaphthalene-1-carbonitrile